7-chloro-2-thioxo-1H-pyrido[4,3-d]pyrimidin-4-one ClC1=CC=2NC(NC(C2C=N1)=O)=S